F[C@]1(O)[C@H](O)[C@H](O)[C@@H](O)CO1 fluoro-α-L-lyxose